CC(C(=O)C=1C=CC=2N(C3=CC=C(C=C3C2C1)C(C(C)(C)N1CCOCC1)=O)CCCCCCCCCCCC)(C)N1CCOCC1 3,6-bis(2-methyl-2-morpholinopropionyl)-9-n-dodecylcarbazole